FC=1C=C(C(=C(C1)C=1C2=C(N=CN1)NC(=C2)C2=CC=C(COC1CCN(CC1)C(=O)OC(C)(C)C)C=C2)C)NC(=O)N2CC(C(C2)CC(C)C)O tert-butyl 4-((4-(4-(5-fluoro-3-(3-hydroxy-4-isobutylpyrrolidine-1-carboxamido)-2-methylphenyl)-7H-pyrrolo[2,3-d]pyrimidin-6-yl)benzyl)oxy)piperidine-1-carboxylate